OC1C(CN(CC1C)C(=O)OC(C)(C)C)C tert-butyl 4-hydroxy-3,5-dimethylpiperidine-1-carboxylate